FC(C1=C(C=C(C=C1)C=1N=C(SC1F)NS(=O)(=O)C1=C(C=C(C=N1)NC(C)=O)C)F)F N-(6-(N-(4-(4-(difluoromethyl)-3-fluorophenyl)-5-fluorothiazol-2-yl)sulfamoyl)-5-methylpyridin-3-yl)acetamide